4-((2S,3R,4R,5S)-3-(3,4-difluoro-2-(methoxy-d3)phenyl)-4,5-dimethyl-5-(trifluoromethyl)tetrahydrofuran-2-carboxamido)picolinamide FC=1C(=C(C=CC1F)[C@@H]1[C@H](O[C@@]([C@@H]1C)(C(F)(F)F)C)C(=O)NC1=CC(=NC=C1)C(=O)N)OC([2H])([2H])[2H]